O1COC2=C1C=CC(=C2)OC2(CCN(CC2)C=2C(=CC=1N(N2)C(C=C(N1)C(F)F)=O)C)[2H] 7-(4-(benzo[d][1,3]dioxol-5-yloxy)piperidin-1-yl-4-d)-2-(difluoromethyl)-8-methyl-4H-pyrimido[1,2-b]pyridazin-4-one